(R)-6-chloro-7-(2-(((3-chloropyridin-2-yl)oxy)methyl)pyrrolidin-1-yl)-1-(6-(oxetan-3-yl)pyridin-3-yl)-4-oxo-1,4-dihydroquinoline-3-carboxylic acid ClC=1C=C2C(C(=CN(C2=CC1N1[C@H](CCC1)COC1=NC=CC=C1Cl)C=1C=NC(=CC1)C1COC1)C(=O)O)=O